N-(quinolin-8-yl)-2-(3-p-methylphenyl-cyclopentyl)acetamide N1=CC=CC2=CC=CC(=C12)NC(CC1CC(CC1)C1=CC=C(C=C1)C)=O